methylthiotrimethoxysilane CS[Si](OC)(OC)OC